ClC=1C=NN2C1N=C(C=C2NC2=CC(=CC=C2)Cl)N[C@@H]2CNCCC2 (S)-3-chloro-N7-(3-chlorophenyl)-N5-(piperidin-3-yl)pyrazolo[1,5-a]pyrimidine-5,7-diamine